(S)-N-(1-((2-(2-(2,6-dioxopiperidin-3-yl)-1-oxoisoindolin-5-yl)pyridin-4-yl)methyl)azetidin-3-yl)-N-methylbenzenesulfonamide O=C1NC(CC[C@@H]1N1C(C2=CC=C(C=C2C1)C1=NC=CC(=C1)CN1CC(C1)N(S(=O)(=O)C1=CC=CC=C1)C)=O)=O